7-((1S,2S)-2-(6-chloroimidazo[1,2-b]pyridazin-8-yl)cyclopropyl)-5-(2,2,2-trifluoroethoxy)quinoline ClC=1C=C(C=2N(N1)C=CN2)[C@@H]2[C@H](C2)C2=CC(=C1C=CC=NC1=C2)OCC(F)(F)F